(2Z)-2-[(5Z)-5-[(3,5-dimethyl-1H-pyrrol-2-yl)methylene]-4-methoxypyrrolidin-2-yl]indole tert-Butyl-(R)-(4-fluoro-1-hydroxybutan-2-yl)carbamate C(C)(C)(C)N(C(O)=O)[C@@H](CO)CCF.CC1=C(NC(=C1)C)\C=C/1\C(CC(N1)C=1NC2=CC=CC=C2C1)OC